FC1=C(N)C=CC(=C1C=1C=CC=2N(C1)C=NC2N2N=NN=C2)F 2,4-difluoro-3-[1-(1,2,3,4-tetrazol-1-yl)imidazo[1,5-a]pyridin-6-yl]aniline